CN1CCC(CC1)C(=O)NC1=NN(C2=CC=C(C=C12)C1=NNC=C1)C(C1=CC=CC=C1)(C1=CC=CC=C1)C1=CC=CC=C1 1-Methyl-N-[5-(1H-pyrazol-3-yl)-1-trityl-1H-indazol-3-yl]piperidine-4-carboxamide